5-(azetidin-3-yloxy)-N-((R)-1-(3-(5-((((1S,3R)-3-hydroxycyclopentyl)amino)methyl)furan-2-yl)phenyl)ethyl)-2-methylbenzamide N1CC(C1)OC=1C=CC(=C(C(=O)N[C@H](C)C2=CC(=CC=C2)C=2OC(=CC2)CN[C@@H]2C[C@@H](CC2)O)C1)C